[3,5-dimethyl-4-(2,3-epithiopropoxy)cyclohexyl][3,5-dimethyl-4-(2,3-epoxypropoxy)cyclohexyl]methane CC1CC(CC(C1OCC1CS1)C)CC1CC(C(C(C1)C)OCC1CO1)C